((2S,3S)-3-(benzyloxy)-1-(methylamino)-1-oxobutan-2-yl)carbamic acid tert-butyl ester C(C)(C)(C)OC(N[C@H](C(=O)NC)[C@H](C)OCC1=CC=CC=C1)=O